C1(CC1)C=1C(=CC(=C(C1)CN1CCC2(CN(C(O2)=O)C2=CC=C(C=C2)S(=O)(=O)N)CC1)OCC)C1=CC=C(C=C1)F 4-[8-[[5-cyclopropyl-2-ethoxy-4-(4-fluorophenyl)phenyl]methyl]-2-oxo-1-oxa-3,8-diazaspiro[4.5]decan-3-yl]benzenesulfonamide